tris(azido)chlorosilane N(=[N+]=[N-])[Si](Cl)(N=[N+]=[N-])N=[N+]=[N-]